O=S1(CC(OCC1)C(=O)NC=1C=C(C=C(C1)C(F)(F)F)NC(=O)[N-]C1=C[N+](=NO1)CC1=NC=CC=C1)=O ((3-(4,4-Dioxido-1,4-oxathiane-2-carboxamido)-5-(trifluoromethyl)phenyl)carbamoyl)(3-(pyridin-2-ylmethyl)-1,2,3-oxadiazol-3-ium-5-yl)amide